(3R,4S) or (3S,4R)-1-(3-chlorophenethyl)-3-((4-(methylsulfonyl)phenoxy)methyl)piperidin-4-ol ClC=1C=C(CCN2C[C@@H]([C@H](CC2)O)COC2=CC=C(C=C2)S(=O)(=O)C)C=CC1 |o1:8,9|